N1N=NC=2C(NC=CC21)=O 1,5-dihydro-4H-[1,2,3]triazolo[4,5-c]pyridin-4-one